S1C=NC2=C1C=C(C=C2)C(=O)N2CCC(CC2)C=2C=CN=C1NC(NC21)=O 7-{1-[(1,3-benzothiazol-6-yl)carbonyl]-4-piperidyl}-1,3-dihydro-1,3,4-triaza-2-indenone